(5-fluoro-1,3-benzoxazol-2-yl)[5-(4-pyrazolyl)-1,3-benzoxazol-2-yl]amine FC=1C=CC2=C(N=C(O2)NC=2OC3=C(N2)C=C(C=C3)C=3C=NNC3)C1